F[C@@H]1CN(CC[C@H]1N1N=CC(=C1)[N+](=O)[O-])C(=O)OC(C)(C)C tert-butyl (3R,4R)-3-fluoro-4-(4-nitro-1H-pyrazol-1-yl)piperidine-1-carboxylate